2,2',3,3',5,5',6,6'-octafluorobiphenyl FC1=C(C(=C(C=C1F)F)F)C1=C(C(=CC(=C1F)F)F)F